C(C1=CC=CC=C1)SC1=C(C=CC=C1OC)OCC Benzyl(2-ethoxy-6-methoxyphenyl)sulfane